C(CCC)C(CO)(C(CC)O)CC 2-butyl-2-ethyl-1,3-pentanediol